C(CC(=O)OCCCC)(=O)OC(C1=CC(=C(C(=C1)C(C)(C)C)O)C(C)(C)C)(C1C(N(C(CC1)(C)C)C)(C)C)C1C(N(C(CC1)(C)C)C)(C)C bis-(1,2,2,6,6-pentamethylpiperidinyl)-(3',5'-di-tert-butyl-4'-hydroxybenzyl) butyl malonate